C1=CC(=C(C=C1Cl)Cl)C(=O)O The molecule is a chlorobenzoic acid that is benzoic acid in which the ring hydrogens at positions 2 and 4 are substituted by chloro groups. It has a role as a bacterial metabolite. It is a dichlorobenzene and a chlorobenzoic acid. It derives from a benzoic acid. It is a conjugate acid of a 2,4-dichlorobenzoate.